ClCCCOC1=CC=C(C=C1)C=1OC2=CC=CC=C2C(C1O)=O 2-(4-(3-Chloropropoxy)phenyl)-3-hydroxy-4H-chromen-4-one